Tert-butyl 2-((3-bromo-2-chlorophenyl) carbamoyl)-1-methyl-1,4,6,7-tetrahydro-5H-imidazo[4,5-c]pyridine-5-carboxylate BrC=1C(=C(C=CC1)NC(=O)C=1N(C2=C(CN(CC2)C(=O)OC(C)(C)C)N1)C)Cl